(1S,3S)-3-((6-(5-((((S)-sec-butoxy-carbonyl)amino)methyl)-1-methyl-1H-1,2,3-triazol-4-yl)-2-methyl-pyridin-3-yl)oxy)cyclohexane-1-carboxylic acid [C@H](C)(CC)OC(=O)NCC1=C(N=NN1C)C1=CC=C(C(=N1)C)O[C@@H]1C[C@H](CCC1)C(=O)O